N[C@@H]1C2=CC=CC=C2CC12CCN(CC2)C=2NC(C1=C(N2)NN=C1C=1C2=C(N(S(C1)(=O)=O)C)C=CC=C2)=O (S)-6-(1-amino-1,3-dihydrospiro[indene-2,4'-piperidin]-1'-yl)-3-(1-methyl-2,2-dioxido-1H-benzo[c][1,2]thiazin-4-yl)-1,5-dihydro-4H-pyrazolo[3,4-d]pyrimidin-4-one